N1=C(C=C(C2=CC=CC=C12)C(=O)O)C1=NC2=CC=CC=C2C(=C1)C(=O)O 2,2'-biquinolyl-4,4'-dicarboxylic acid